(3R)-3-[3-(morpholin-4-yl)propyl]-1,2,3,4-tetrahydroisoquinoline N1(CCOCC1)CCC[C@H]1NCC2=CC=CC=C2C1